(2-(4'-cyclopropyl-[1,1'-biphenyl]-4-carbonyl)hydrazine-1-thiocarbonyl)acetamide C1(CC1)C1=CC=C(C=C1)C1=CC=C(C=C1)C(=O)NNC(=S)CC(=O)N